C(C)C(C(C(=O)C1=CC=C(C=C1)N1CCOCC1)(N(C)C)CC1=CC=CC=C1)C ethyl-2-benzyl-2-dimethylamino-1-(4-morpholinophenyl)-1-butanone